N-((3β,5α)-17-Oxoandrostan-3-yl)sulfamide O=C1[C@]2(C)[C@@H](CC1)[C@@H]1CC[C@H]3C[C@H](CC[C@]3(C)[C@H]1CC2)NS(=O)(=O)N